C1=CC=CC=C1.C1(=CC=CC=C1)[B-](C1=C(C(=C(C(=C1F)F)F)F)F)(C1=C(C(=C(C(=C1F)F)F)F)F)C1=C(C(=C(C(=C1F)F)F)F)F phenyl-tri(pentafluorophenyl)borate-benzene